NC1=C(C(=NN1[C@H](C(F)(F)F)C)C1=C2C=CNC2=C(C(=C1)F)CNC(C1=C(C=CC(=C1)F)OC)=O)C(=O)N (S)-5-amino-3-(6-fluoro-7-((5-fluoro-2-methoxybenzamido)methyl)-1H-indol-4-yl)-1-(1,1,1-trifluoropropan-2-yl)-1H-pyrazole-4-carboxamide